C(CCCCCCCCC)C1N(CCN(CCN(C1)CCC)CCC)CCC 2-decyl-1,4,7-tripropyl-1,4,7-triazacyclononane